C(C)(C)N(C(=O)C1=C(C=CC(=C1)F)N1C=C(C=2C1=CN=CC2)C2CCN(CC2)C(=O)OC(C)(C)C)C(C)C tert-butyl 4-(1-(2-(diisopropyl-carbamoyl)-4-fluorophenyl)-1H-pyrrolo[2,3-c]pyridin-3-yl)piperidine-1-carboxylate